2-Fluoro-N-(3-fluoro-4-(methoxymethyl)benzyl)-5-(3-(hydroxymethyl)pyridin-2-yl)benzamide FC1=C(C(=O)NCC2=CC(=C(C=C2)COC)F)C=C(C=C1)C1=NC=CC=C1CO